2-((4-(pentafluoro-λ6-sulfanyl)phenyl)amino)nicotinohydrazide FS(C1=CC=C(C=C1)NC1=C(C(=O)NN)C=CC=N1)(F)(F)(F)F